6-(6-(difluoromethoxy)pyridin-3-yl)-2-(imidazo[1,2-a]pyridin-2-ylmethyl)pyridazin-3(2H)-one FC(OC1=CC=C(C=N1)C=1C=CC(N(N1)CC=1N=C2N(C=CC=C2)C1)=O)F